1-(8-Methyl-5,7-dihydro-1H,3H-2-oxa-4,6-diaza-s-indacen-6-yl)-2-(1-pyridin-3-yl-azetidin-3-yl)-ethanone CC=1C=2CN(CC2N=C2COCC12)C(CC1CN(C1)C=1C=NC=CC1)=O